(2,5-dimethyl-3,6-dioxanonenyl) acrylate C(C=C)(=O)OC=C(OCC(OCCC)C)C